1,3-bis-(2-hydroxyethyl)-5,5-dimethylhydantoin OCCN1C(=O)N(C(=O)C1(C)C)CCO